(S)-ethyl 2-((6-(4,4-difluoropiperidin-1-yl)pyrimidin-4-yl)amino)-9-(5,6,7,8-tetrahydro-1,8-naphthyridin-2-yl)nonanoate FC1(CCN(CC1)C1=CC(=NC=N1)N[C@H](C(=O)OCC)CCCCCCCC1=NC=2NCCCC2C=C1)F